methyl (2S)-3-(3-[3-[3-(acetyloxy)-2,2-dimethylpropyl]-2-iodo-1H-indol-5-yl]phenyl)-2-[(tert-butoxycarbonyl)amino]propanoate C(C)(=O)OCC(CC1=C(NC2=CC=C(C=C12)C=1C=C(C=CC1)C[C@@H](C(=O)OC)NC(=O)OC(C)(C)C)I)(C)C